NC1=CC(=C(C(=C1C(C)=O)F)B1OC(C(O1)(C)C)(C)C)F 1-(6-amino-2,4-difluoro-3-(4,4,5,5-tetramethyl-1,3,2-dioxaborolan-2-yl)phenyl)ethan-1-one